ClC1=CC(=C(C=C1Cl)C(=O)C1CN(C1)C(=O)OC(C)(C)C)OCC=C tert-butyl 3-[[4,5-dichloro-2-(prop-2-en-1-yloxy)phenyl]carbonyl]azetidine-1-carboxylate